C1(CCC1)OC=1C(=CC2=CN(N=C2C1)C12COC(CC1)(C2)C)C(=O)OC2=CC=CC=C2 phenyl 6-(cyclobutoxy)-2-(1-methyl-2-oxabicyclo[2.2.1]heptan-4-yl)indazole-5-carboxylate